N-[1-[5-Chloro-2-[4-[[dimethyl(oxo)-λ6-sulfanylidene]amino]-3-fluoro-anilino]pyrimidin-4-yl]-3-methyl-indol-5-yl]prop-2-enamide ClC=1C(=NC(=NC1)NC1=CC(=C(C=C1)N=S(=O)(C)C)F)N1C=C(C2=CC(=CC=C12)NC(C=C)=O)C